ON=C(C(=O)OC)C(C)=O Methyl 2-(hydroxyimino)-3-oxobutanoate